1-methylpyrazolo[4,3-b]pyridin-6-ol CN1N=CC2=NC=C(C=C21)O